ClC1=C(C=C(C=C1)NC(=O)C=1N=CN2C1N=C(C=C2C)C)C2=CN=CO2 N-[4-CHLORO-3-(1,3-OXAZOL-5-YL)PHENYL]-2,4-DIMETHYLIMIDAZO[1,5-a]PYRIMIDINE-8-CARBOXAMIDE